C1(CCC1)CC(=O)NC1=CSC(=C1)C1=NC(=CN=C1)C1=CC(=C(C=C1)S(=O)(=O)CC)OC 2-cyclobutyl-N-(5-(6-(4-(ethyl-sulfonyl)-3-methoxyphenyl)pyrazin-2-yl)thiophen-3-yl)acetamide